(1S,3R)-1-(5-((1-(3-Fluoropropyl)azetidin-3-yl)amino)pyridin-2-yl)-3-methyl-2-(2,2,2-trifluoroethyl)-1,2,3,4-tetrahydroisoquinolin-6-yl trifluoromethanesulfonate FC(S(=O)(=O)OC=1C=C2C[C@H](N([C@@H](C2=CC1)C1=NC=C(C=C1)NC1CN(C1)CCCF)CC(F)(F)F)C)(F)F